N1=C(N=C(C=C1)N1C(C2=CC(=C(C=C2CC1)OC)OC)=O)C1=NC=CC=N1 2-([2,2'-bipyrimidin]-4-yl)-6,7-dimethoxy-3,4-dihydroisoquinolin-1(2H)-one